5-mercapto-3-methylpent-2-en-1-ol SCCC(=CCO)C